3-(difluoromethyl)-5-(4,4,5,5-tetramethyl-1,3,2-dioxaborolan-2-yl)benzo[d]oxazol-2(3H)-one FC(N1C(OC2=C1C=C(C=C2)B2OC(C(O2)(C)C)(C)C)=O)F